COC1CC(C1)(C1=NN=CN1C)C=1C=C(C=CC1)N1C(C2=C(C(=C1)C(F)(F)F)C=C(N2)C=O)=O 6-(3-(3-methoxy-1-(4-methyl-4H-1,2,4-triazol-3-yl)cyclobutyl)phenyl)-7-oxo-4-(trifluoromethyl)-6,7-dihydro-1H-pyrrolo[2,3-c]pyridine-2-carbaldehyde